1-benzamido-3-chloropropane C(C1=CC=CC=C1)(=O)NCCCCl